1-[2-(5-chloro-2-pyridyl)-5-(methylsulfonylmethyl)-1,2,4-triazol-3-yl]ethanamine ClC=1C=CC(=NC1)N1N=C(N=C1C(C)N)CS(=O)(=O)C